((6-(4-(dimethylamino)piperidin-1-yl)-5-methylpyridin-3-yl)methyl)-N2-(pentan-2-yl)imidazo[2,1-f][1,2,4]triazine-2,4-diamine CN(C1CCN(CC1)C1=C(C=C(C=N1)CC=1N=C2C(=NC(=NN2C1)NC(C)CCC)N)C)C